C1(CCCCC1)C1=C(C=CC(=C1)NCCCN1CCCC1)N 2-cyclohexyl-N'-(3-(pyrrolidin-1-yl)propyl)benzene-1,4-diamine